CN1C(N(C2=C1C(=CC=C2)C2CC(C2)CN2CCNCC2)C2C(NC(CC2)=O)=O)=O 3-[3-methyl-2-oxo-4-[3-(piperazin-1-ylmethyl)cyclobutyl]benzimidazol-1-yl]piperidine-2,6-dione